N-(3-(3,4-dihydroisoquinolin-2(1H)-yl)-2-hydroxypropyl)-3-(methyl-(tetrahydro-2H-pyran-4-yl)amino)benzamide C1N(CCC2=CC=CC=C12)CC(CNC(C1=CC(=CC=C1)N(C1CCOCC1)C)=O)O